Br.FC1(CCNCC1)F 4,4-difluoropiperidine hydrobromide